C(C)(C)[Si](OC=1C=C(C=CC1)CCC(=O)[O-])(C(C)C)C(C)C 3-(3-triisopropylsilyloxyphenyl)propanoate